ClC1=CC(=C(C=C1)C(CO)OC1=C(C=CC=C1Br)Br)F 2-(4-chloro-2-fluorophenyl)-2-(2,6-dibromophenoxy)ethan-1-ol